(rac)-3-(2-(6-azabicyclo[3.2.0]heptan-6-yl)-6,7-dihydro-5H-cyclopenta[d]pyrimidin-4-yl)benzenesulfonamide C12CCCC2N(C1)C=1N=C(C2=C(N1)CCC2)C=2C=C(C=CC2)S(=O)(=O)N